C(C)O[Si](C1=CC(=CC=C1)C(=C)C)(OCC)OCC triethoxy(3-isopropenylphenyl)silane